methyl 2-(6-bromo-1-(6-((tert-butoxycarbonyl)amino)hexyl)-1H-pyrrolo[2,3-b]pyridin-2-yl)-7-methoxy-1-methyl-1H-benzo[d]imidazole-5-carboxylate BrC1=CC=C2C(=N1)N(C(=C2)C2=NC1=C(N2C)C(=CC(=C1)C(=O)OC)OC)CCCCCCNC(=O)OC(C)(C)C